NC=1C2=C(N=CN1)N(C(=C2C2=CC(=C(C=C2)OC2=NC(=CC=C2)C)OC)C2=CC=C(C=C2)NC(C=C)=O)C N-(4-(4-amino-5-(3-methoxy-4-(6-methylpyridin-2-yloxy)phenyl)-7-methyl-7H-pyrrolo[2,3-d]pyrimidin-6-yl)phenyl)acrylamide